2-(2-((2,4-dinitrophenyl)amino)ethoxy)acetic acid [N+](=O)([O-])C1=C(C=CC(=C1)[N+](=O)[O-])NCCOCC(=O)O